[Si](C1=CC=CC=C1)(C1=CC=CC=C1)(C(C)(C)C)OC[C@@H]1CO[C@@H](CN1C(=O)OC(C)(C)C)C(NC(C)(C)C1=CC=C(C=2C=COC21)F)=O tert-butyl (2S,5S)-5-(((tert-butyldiphenylsilyl)oxy)methyl)-2-((2-(4-fluorobenzofuran-7-yl)propan-2-yl)carbamoyl)morpholine-4-carboxylate